4-chloro-5-((5-chloropyrazin-2-yl)thio)pyridazin-3-ol ClC1=C(N=NC=C1SC1=NC=C(N=C1)Cl)O